C(N)(=O)N(CCC(=O)O)C 3-[CARBAMOYL(METHYL)AMINO]PROPANOIC ACID